C(#N)CC(C)(C)C=1N(C2=CC=C(C(=C2C1C1=C(C(=O)O)C=CC=C1)O)F)C1=CC(=C(C=C1)F)F [2-(2-cyano-1,1-dimethyl-ethyl)-1-(3,4-difluorophenyl)-5-fluoro-4-hydroxy-indol-3-yl]benzoic acid